C(C1=CC=CC=C1)N1CC(N[C@H](C(C1)=O)CC(C)C)=O (7S)-4-Benzyl-7-isobutyl-1,4-diazepane-2,6-dione